3-(4-methylbenzyl)-1-(4-(pyridin-4-yl)phenyl)pyrrolidin-2-one CC1=CC=C(CC2C(N(CC2)C2=CC=C(C=C2)C2=CC=NC=C2)=O)C=C1